(RS)-5-methylamino-2-phenyl-4-(α,α,α-trifluoro-m-tolyl)furan-3(2H)-one CNC1=C(C([C@H](O1)C1=CC=CC=C1)=O)C=1C=C(C=CC1)C(F)(F)F |r|